(R-R-R-R-R-R-R-R)-acetate C(C)(=O)[O-]